3-(3-((2-(methylamino)ethyl)amino)quinoxalin-2-yl)benzonitrile CNCCNC=1C(=NC2=CC=CC=C2N1)C=1C=C(C#N)C=CC1